methyl 4-iodo-2-[[[[(4-methoxy-6-methyl-1,3,5-triazin-2-yl)amino]carbonyl]amino]sulfonyl]benzoate IC1=CC(=C(C(=O)OC)C=C1)S(=O)(=O)NC(=O)NC1=NC(=NC(=N1)OC)C